FC(C=O)(C1=C(C=CC=C1)OC)F 2,2-difluoro-2-(2-methoxyphenyl)acetaldehyde